C(CCC)(=O)[O-].[N+3].C(CCC)(=O)[O-].C(CCC)(=O)[O-] Nitrogen butyrate